2-(4-((3-(4-methoxy-3-(pentyloxy)phenyl)-2-oxotetrahydropyrimidin-1(2H)-yl)methyl)-3-(trifluoromethyl)-1H-pyrrolo[2,3-b]pyridin-1-yl)-N,N-dimethylacetamide COC1=C(C=C(C=C1)N1C(N(CCC1)CC1=C2C(=NC=C1)N(C=C2C(F)(F)F)CC(=O)N(C)C)=O)OCCCCC